C(N)(=O)C1(CC1)C(=O)O 1-carbamoylcyclopropane-1-carboxylic acid